C(C1=CC=CC=C1)N1CC2CC(C(C1)N2C(=O)OC(C)(C)C)O[Si](CC)(CC)CC tert-butyl 3-benzyl-6-triethylsilyloxy-3,8-diazabicyclo[3.2.1]octane-8-carboxylate